1-(3-(4-chloro-3,5-dimethylphenoxy)propyl)-3,5-dimethyl-1H-pyrrole-2-carboxylic acid ClC1=C(C=C(OCCCN2C(=C(C=C2C)C)C(=O)O)C=C1C)C